BrC1=CC2=C(NC(NC3=C2N(N=C3)COCC[Si](C)(C)C)C3=C(C=CC=C3F)F)C=C1 9-bromo-5-(2,6-difluorophenyl)-1-((2-(trimethylsilyl)ethoxy)methyl)-1,4,5,6-tetrahydrobenzo[d]pyrazolo[3,4-f][1,3]diazepine